(R)-(-)-5,5'-bis[di(3,5-di-tert-butyl-4-methoxyphenyl)phosphino]-4,4'-bi-1,3-benzodioxole CC(C)(C)C1=CC(=CC(=C1OC)C(C)(C)C)P(C2=C(C3=C(C=C2)OCO3)C4=C(C=CC5=C4OCO5)P(C6=CC(=C(C(=C6)C(C)(C)C)OC)C(C)(C)C)C7=CC(=C(C(=C7)C(C)(C)C)OC)C(C)(C)C)C8=CC(=C(C(=C8)C(C)(C)C)OC)C(C)(C)C